[Ra].[Th] thorium-radium